COC1=C(CN2CCN(CC2)C(=O)COC=2C=C(C(=C(C2)O)C(C=CC2=CC(=C(C=C2)OC)O)=O)O)C=CC(=C1OC)OC 5-[[4-(2,3,4-Trimethoxybenzyl)piperazinocarbonyl]methoxy]-2-[3-(3-hydroxy-4-methoxyphenyl)acryloyl]-1,3-benzenediol